3-trifluoroacetamidopropyl 2-acetamido-2-deoxy-β-D-glucopyranoside C(C)(=O)N[C@H]1[C@H](OCCCNC(C(F)(F)F)=O)O[C@@H]([C@H]([C@@H]1O)O)CO